7'-bromo-1'H-spiro[piperidine-4,4'-quinolin]-2'(3'H)-one BrC1=CC=C2C3(CC(NC2=C1)=O)CCNCC3